rac-4-((3aR,3bS,8aR,9R,9aR)-6-chloro-3b-hydroxy-2-oxo-9-phenyl-1,2,3a,3b,9,9a-hexahydro-8aH-oxazolo[4'',5'':4',5']cyclopenta[1',2':4,5]furo[3,2-b]pyridin-8a-yl)benzonitrile ClC=1C=C2C(=NC1)[C@]1([C@@](O2)([C@@H]([C@@H]2[C@H]1OC(N2)=O)C2=CC=CC=C2)C2=CC=C(C#N)C=C2)O |r|